(6-Amino-2,3-dihydrobenzofuran-5-yl)methanol NC1=CC2=C(CCO2)C=C1CO